ClS(=O)(=O)C=1C=CC(=C(C(=O)O)C1)OCCC 5-(chlorosulfonyl)-2-propoxybenzoic acid